benzyl N-[4-({6-[2,6-difluoro-3-(6-fluoro-1-hydroxy-2,3-dihydro-1H-indene-4-sulfonamido)phenyl]-8-ethylquinazolin-2-yl}amino)cyclohexyl]carbamate FC1=C(C(=CC=C1NS(=O)(=O)C=1C=2CCC(C2C=C(C1)F)O)F)C=1C=C2C=NC(=NC2=C(C1)CC)NC1CCC(CC1)NC(OCC1=CC=CC=C1)=O